6-bromo-7-methoxy-3-(methoxymethyl)-1-methylquinolin BrC=1C=C2C=C(CN(C2=CC1OC)C)COC